(2R,3R,4R,5S)-2-methyl-1-(2-(1-phenylpiperidin-4-yl)ethyl)piperidin-3,4,5-triol C[C@H]1N(C[C@@H]([C@H]([C@@H]1O)O)O)CCC1CCN(CC1)C1=CC=CC=C1